BrC=1C=C(C(=O)O)C=C(C1F)F 3-bromo-4,5-difluorobenzoic acid